C(C1CO1)OCCC[SiH2]O[Si](CCCCCCCC)(CCCCCCCC)CCCOCC1CO1 bis(3-glycidoxypropyl)dioctyldisiloxane